3-fluoro-5-methylstyrene FC=1C=C(C=C)C=C(C1)C